C(=O)(O)C(O)C(O)C(=O)O.C[C@@H]1N([C@H](C1)C)C(=O)[C@H]1CN([C@@H]2CC=3C4=C(C2=C1)C=CC=C4NC3)CCCF.C[C@@H]3N([C@H](C3)C)C(=O)[C@H]3CN([C@@H]4CC=1C2=C(C4=C3)C=CC=C2NC1)CCCF ((2S,4S)-2,4-dimethylazetidin-1-yl)((6aR,9R)-7-(3-fluoropropyl)-4,6,6a,7,8,9-hexahydroindolo[4,3-fg]quinolin-9-yl)methanone hemitartrate